tert-butyl N-[2-[benzyloxycarbonyl (2-hydroxyethyl)amino]ethyl]-N-methyl-carbamate C(C1=CC=CC=C1)OC(=O)N(CCN(C(OC(C)(C)C)=O)C)CCO